ClC1=CC(=CC(=N1)N1N=CC(=C1)S(=O)(=O)NC=1C(=CC=C2C=NN(C12)C)OC)C 1-(6-CHLORO-4-METHYLPYRIDIN-2-YL)-N-(6-METHOXY-1-METHYL-1H-INDAZOL-7-YL)-1H-PYRAZOLE-4-SULFONAMIDE